ClC(CCCC)(O)O chloropentanediol